C1(=CC=CC=C1)C=1C=CC2=C(N(CCCC2)CC2=CC=C(C(=O)NO)C=C2)C1 4-((8-phenyl-2,3,4,5-tetrahydro-1H-benzo[b]azepin-1-yl)methyl)-N-hydroxybenzamide